2-oxo-5,6-dihydro-1H-pyridine-3-thiocarboxamide O=C1NCCC=C1C(N)=S